Benzyl (1R,2S)-2-[(tert-butoxycarbonylamino)methyl]cyclobutanecarboxylate C(C)(C)(C)OC(=O)NC[C@@H]1[C@@H](CC1)C(=O)OCC1=CC=CC=C1